(2R,4aS,6aS,9S,12bR,14aS,14bR)-10-(acetamidoimino)-9-methoxy-2,4a,6a,9,12b,14a-hexamethyl-11-oxo-1,2,3,4,4a,5,6,6a,9,10,11,12b,13,14,14a,14b-hexadecahydropicene-2-carboxylic acid C(C)(=O)NN=C1[C@@](C2=CC=C3[C@]4(CC[C@]5(CC[C@](C[C@H]5[C@@]4(CC[C@]3(C2=CC1=O)C)C)(C(=O)O)C)C)C)(C)OC